rel-tert-butyl (3R,4R)-4-[6-amino-8-oxo-7-(4-phenoxyphenyl) purin-9-yl]-3-fluoropiperidine-1-carboxylate NC1=C2N(C(N(C2=NC=N1)[C@H]1[C@@H](CN(CC1)C(=O)OC(C)(C)C)F)=O)C1=CC=C(C=C1)OC1=CC=CC=C1 |o1:10,11|